C1(CC1)S(=O)(=O)N1N=CC(=C1)B1OC(C(O1)(C)C)(C)C (cyclopropylsulfonyl)-4-(4,4,5,5-tetramethyl-1,3,2-dioxaborolan-2-yl)-1H-pyrazole